Octane-6-ylmethanol CCCCCC(CC)CO